δ-glycidoxybutyltrimethoxysilane C(C1CO1)OCCCC[Si](OC)(OC)OC